(3,6-dihydro-2H-pyran-4-yl)-2-(6-methoxynaphthalen-2-yl)-4(s)-(m-tolyl)-1H-imidazole O1CCC(=CC1)N1C(=NC(=C1)C=1C=C(C=CC1)C)C1=CC2=CC=C(C=C2C=C1)OC